3-(5-((3-((4'-chloro-5,5-dimethyl-3,4,5,6-tetrahydro-[1,1'-biphenyl]-2-yl)methyl)-3,6-diazabicyclo[3.1.1]heptane-6-yl)methyl)-7-fluoro-1-oxoisoindolin-2-yl)piperidine-2,6-dione ClC1=CC=C(C=C1)C1=C(CCC(C1)(C)C)CN1CC2N(C(C1)C2)CC=2C=C1CN(C(C1=C(C2)F)=O)C2C(NC(CC2)=O)=O